(S)-(4-(4-fluorobenzo[d]thiazol-2-yl)-6,7-dihydro-1H-imidazo[4,5-c]pyridin-5(4H)-yl)(4-methyl-2-(pyridin-2-yl)oxazol-5-yl)methanone FC1=CC=CC2=C1N=C(S2)[C@H]2N(CCC1=C2N=CN1)C(=O)C1=C(N=C(O1)C1=NC=CC=C1)C